(3-(tert-Butyl)cyclobutyl)zinc (II) iodide [I-].C(C)(C)(C)C1CC(C1)[Zn+]